Ethyl-[3-(dimethylamino)propyl]carbodiimide hydrochloride Cl.C(C)N=C=NCCCN(C)C